3,9-bis[2,4,6-tris(1,1-dimethylethyl)phenoxy]-2,4,8,10-tetraoxa-3,9-diphosphaspiro[5.5]undecane CC(C)(C)C1=C(OP2OCC3(CO2)COP(OC3)OC3=C(C=C(C=C3C(C)(C)C)C(C)(C)C)C(C)(C)C)C(=CC(=C1)C(C)(C)C)C(C)(C)C